4-Bromo-1-(5-isobutyl-4-(4-(trifluoromethyl)phenyl)thiazol-2-yl)-3-methyl-1H-pyrazole-5-carboxylic acid methyl ester COC(=O)C1=C(C(=NN1C=1SC(=C(N1)C1=CC=C(C=C1)C(F)(F)F)CC(C)C)C)Br